fructosyl-galactose OCC1([C@@H](O)[C@H](O)[C@H](O1)CO)C(=O)[C@H](O)[C@@H](O)[C@@H](O)[C@H](O)CO